1,3-dimethyl-1,4-diaminobutane CC(CC(CN)C)N